8-[4-(5-Hexynyloxy)-3-methyl-phenyl]-5-methoxy-4-[(1-naphthyl)methyl]-2-oxo-7-thia-1-azabicyclo[4.3.0]nona-3,5,8-triene-9-carboxylic acid C(CCCC#C)OC1=C(C=C(C=C1)C=1SC2=C(C(=CC(N2C1C(=O)O)=O)CC1=CC=CC2=CC=CC=C12)OC)C